bromobis(dimethylamino)borane BrB(N(C)C)N(C)C